O[B-]1(C2CC2C2=CC=C(C(=C2C1)C(=O)O)OC1CN(C1)C(CC1CNCCO1)=O)O 5,5-dihydroxy-9-(1-{[morpholin-2-yl]acetyl}azetidin-3-yl)oxy-5-boranuidatricyclo[5.4.0.02,4]undeca-1(11),7,9-triene-8-carboxylic acid